N-(hydroxyphenyl)-5-norbornene-2,3-dicarboximide OC1=C(C=CC=C1)N1C(=O)C2C3C=CC(C2C1=O)C3